O=C(CN1C(COCC1)=O)C1=CC=C(C=C1)C1=NOC(=N1)C(F)(F)F 4-(2-oxo-2-(4-(5-(trifluoromethyl)-1,2,4-oxadiazol-3-yl)phenyl)ethyl)morpholin-3-one